[Na+].[Na+].S(=O)(=O)([O-])C=1C=C(C=CC1)P(C1=CC(=CC=C1)C(F)(F)F)C1=CC(=CC=C1)S(=O)(=O)[O-] bis(3-sulfophenyl)(3-trifluoromethylphenyl)phosphine, disodium salt